(R)-4-(7-(1H-pyrazol-5-yl)-4-(o-tolyl)imidazo[1,5-b]pyridazin-2-yl)-3-methylmorpholine N1N=CC=C1C1=NC=C2N1N=C(C=C2C2=C(C=CC=C2)C)N2[C@@H](COCC2)C